3,6-bis(4-(diphenylamino)phenyl)phenanthrene-9,10-dione C1(=CC=CC=C1)N(C1=CC=C(C=C1)C=1C=CC=2C(C(C3=CC=C(C=C3C2C1)C1=CC=C(C=C1)N(C1=CC=CC=C1)C1=CC=CC=C1)=O)=O)C1=CC=CC=C1